4-(2-pentyl-1H-benzo[d]imidazol-1-yl)thiophene-2-carbohydrazide C(CCCC)C1=NC2=C(N1C=1C=C(SC1)C(=O)NN)C=CC=C2